2-(4-ethylpiperazin-1-yl)ethan-1-ol Methyl-2-((5-chloro-2-(1H-imidazol-2-yl)phenyl)amino)-2-oxoacetate CN(C(C(=O)OCCN1CCN(CC1)CC)=O)C1=C(C=CC(=C1)Cl)C=1NC=CN1